FC1=NC=C(C=N1)C=1C=CC=C2C=C(N(C(C12)=O)C1=CC=CC=C1)[C@H](C)NC1=NC=NC2=CC=CC(=C12)F (S)-8-(2-fluoropyrimidin-5-yl)-3-(1-((5-fluoroquinazolin-4-yl)amino)ethyl)-2-phenylisoquinolin-1(2H)-one